heptadecenyl-imidazolinesuccinic acid C(=CCCCCCCCCCCCCCCC)C=1N(CCN1)C(CC(=O)O)C(=O)O